C(C1=CC=CC=C1)N(C(=O)C12CCC(C1)(C2)O)CC2=CC=CC=C2 N,N-dibenzyl-4-hydroxy-bicyclo[2.1.1]hexane-1-carboxamide